C(C)(C)(C)C(C(=O)OC1(C(OC2=CC=CC(=C2C1(O[Si](C1=CC=CC=C1)(C)C)O[Si](C1=CC=CC=C1)(C)C)O[Si](C)(C)C1=CC=CC=C1)(C1=CC=CC=C1)O[Si](C1=CC=CC=C1)(C)C)O[Si](C1=CC=CC=C1)(C)C)NCC=1C=CC2=C(N=C(O2)NC=2OC3=C(N2)C=C(C=C3)F)C1 penta(phenyldimethylsiloxy)flavan-3-ol tert-butyl-({[2-(5-fluoro-1,3-benzoxazol-2-ylamino)-1,3-benzoxazol-5-yl]methyl}amino)acetate